3-(4'-chloro-5'-oxo-5'H-spiro[cyclohexane-1,7'-indolo[1,2-a]quinazolin]-10'-yl)cyclopentane-1-carbaldehyde ClC=1C=2C(N=C3N(C2C=CC1)C1=CC(=CC=C1C31CCCCC1)C1CC(CC1)C=O)=O